Methyl 2-(2,2-dimethyl-6-methylenecyclohexyl)acetate CC1(C(C(CCC1)=C)CC(=O)OC)C